BrC1=CC=C2C(NC(C2=C1)=O)(C)C 6-bromo-3,3-dimethyl-2H-isoindol-1-one